tert-Butyl N-{6-[2-methyl-2-(6-methylpyridin-3-yl)propionyl]pyridin-3-yl}carbamate CC(C(=O)C1=CC=C(C=N1)NC(OC(C)(C)C)=O)(C)C=1C=NC(=CC1)C